6-fluoro-5-(piperidin-3-yl)-1,2,4,9-tetrahydrospiro[carbazole-3,1'-cyclopropane]-8-carboxamide 2,2,2-trifluoroacetate FC(C(=O)O)(F)F.FC=1C(=C2C=3CC4(CC4)CCC3NC2=C(C1)C(=O)N)C1CNCCC1